OCCOCCOCCN(CCOCCOCCO)CCOCCOCCO tris[2-{2-(2-Hydroxyethoxy)ethoxy}ethyl]amine